N[C@H](C(=O)O)CC1=CNC2=C(C=CC=C12)C1=CC(=CC=C1)Cl (S)-2-amino-3-(7-(3-chlorophenyl)-1H-indol-3-yl)propanoic acid